[Na+].C(C)N(C1=CC(=CC=C1)C)CCCS(=O)(=O)[O-] N-Ethyl-N-(3-sulfopropyl)-3-methylaniline sodium salt